2-(6-(cyclopropyl((1S,5R)-2-fluoro-8-azabicyclo[3.2.1]octan-3-yl)amino)pyridazin-3-yl)-4-fluoro-5-(1H-pyrazol-4-yl)phenol C1(CC1)N(C1=CC=C(N=N1)C1=C(C=C(C(=C1)F)C=1C=NNC1)O)C1C([C@@H]2CC[C@H](C1)N2)F